FC1=C(C(=C(C=C1C(F)(F)F)O)C1=CC2=C(N=N1)N(C=C2C)C2CC(C2)(C)O)C 4-Fluoro-2-{7-[(1s,3s)-3-hydroxy-3-methylcyclobutyl]-5-methyl-7H-pyrrolo[2,3-c]pyridazin-3-yl}-3-methyl-5-(trifluoromethyl)phenol